cyano-[1,1'-biphenyl]-4-carboxylic acid C(#N)C1=C(C=CC(=C1)C(=O)O)C1=CC=CC=C1